osmium (II) bis(3-(trifluoromethyl)-5-(4-tert-butylpyridinyl)-1,2,4-tris(4-tert-butylpyridinyl)Azole) FC(C1=C(N(C(=C1C1=NC=CC(=C1)C(C)(C)C)C1=NC=CC(=C1)C(C)(C)C)C1=NC=CC(=C1)C(C)(C)C)C1=NC=CC(=C1)C(C)(C)C)(F)F.FC(C1=C(N(C(=C1C1=NC=CC(=C1)C(C)(C)C)C1=NC=CC(=C1)C(C)(C)C)C1=NC=CC(=C1)C(C)(C)C)C1=NC=CC(=C1)C(C)(C)C)(F)F.[Os+2]